[5-(4-AMINOCINNOLIN-7-YL)-2-METHOXY-4-(4-MORPHOLINOPYRAZOL-1-YL)PHENYL]BORONIC ACID FORMIC ACID SALT C(=O)O.NC1=CN=NC2=CC(=CC=C12)C=1C(=CC(=C(C1)B(O)O)OC)N1N=CC(=C1)N1CCOCC1